Cl.BrC1=CC=C(C=C1)[C@](C=1C=C(C=NC1)C1=NOC(=N1)C1CCN(CC1)C(C)=O)(C1(CNC1)C)O 1-[4-(3-{5-[(R)-(4-Bromo-phenyl)-hydroxy-(3-methyl-azetidin-3-yl)-methyl]-pyridin-3-yl}-[1,2,4]oxadiazol-5-yl)-piperidin-1-yl]-ethanone, hydrochloride salt